N-butyl-1-propyloxy-2,2,6,6-tetramethyl-4-piperidinamine C(CCC)NC1CC(N(C(C1)(C)C)OCCC)(C)C